3-(((4-nitrophenyl)amino)-3-oxo-1-propenyl)phenylethyl-(methyl)carbamic acid [N+](=O)([O-])C1=CC=C(C=C1)NC(C=CC=1C=C(C=CC1)CCN(C(O)=O)C)=O